6-(4-cyanophenyl)imidazo[1,2-a]pyrazine-2-carboxylic acid ethyl ester C(C)OC(=O)C=1N=C2N(C=C(N=C2)C2=CC=C(C=C2)C#N)C1